COC=1C=C(C=CC1OC)C1=CC=NC=2N1N=C(C2)C(=O)NC2=CC=C(C=C2)C(NCCCN2CCN(CC2)C)=O 7-(3,4-dimethoxyphenyl)-N-(4-((3-(4-methylpiperazin-1-yl)propyl)carbamoyl)phenyl)pyrazolo[1,5-a]pyrimidine-2-carboxamide